2-oxo-1-(pyridin-2-yl)-2,4,6,7-tetrahydro-1H-pyrazolo[5,1-c][1,4]Oxazine-3-carboxamide O=C1N(N2C(COCC2)=C1C(=O)N)C1=NC=CC=C1